C(C)(C)(C)OC(=O)NCC1=CC=C(C=C1)NC(=O)C1=CC2=C(OCCC3=C2C=CS3)C=C1C=1C(=NC(=CC1)C(NCCC)=O)C(=O)OC methyl 3-(9-((4-(((tert-butoxycarbonyl)amino)methyl)phenyl)carbamoyl)-4,5-dihydrobenzo[b]thieno[3,2-d]oxepin-8-yl)-6-(propylcarbamoyl)picolinate